2-METHOXYQUINOLINE-3-BORONIC ACID COC1=NC2=CC=CC=C2C=C1B(O)O